trans-4-((4-(1-Isopropyl-1H-pyrazol-4-yl)pyridin-2-yl)((trans-4-(5-methoxy-6-methylpyridin-2-yl)cyclohexyl)methyl)carbamoyl)cyclohexyl 3-(hydroxymethyl)azetidine-1-carboxylate OCC1CN(C1)C(=O)O[C@@H]1CC[C@H](CC1)C(N(C[C@@H]1CC[C@H](CC1)C1=NC(=C(C=C1)OC)C)C1=NC=CC(=C1)C=1C=NN(C1)C(C)C)=O